CC=1C=C(CC2=C(O)C(=CC(=C2O)CC2=CC(=C(C(=C2)C)O)C)CC2=CC(=C(C(=C2)C)O)C)C=C(C1O)C 2,4,6-Tris(3,5-dimethyl-4-hydroxybenzyl)resorcinol